C[C@]12CCC3[C@@H](CC[C@H]4[C@H]([C@H](O[C@@H]([C@@]34OO1)O2)OCCCOC2=CC(OC1=CC=CC=C21)=O)C)C 4-(3-(((3R,6R,8aS,9R,10S,12R,12aR)-3,6,9-Trimethyldecahydro-12H-3,12-epoxy-[1,2]dioxepino[4,3-i]isochromen-10-yl)oxy)propoxy)-2H-chromen-2-one